2-(5-Amino-3-(pyridin-3-yl)-1H-pyrazol-1-yl)acetic acid NC1=CC(=NN1CC(=O)O)C=1C=NC=CC1